C(=O)(O)C1CCC(CC1)C1=C(N(C=C1)S(N)(=O)=O)C(=O)O 3-(4-carboxycyclohexyl)-1-sulfamoyl-pyrrole-2-carboxylic acid